CN1C(C(=C(C=C1)[O-])NC(N[C@@H](CC(=O)[O-])C=1C=C(C(=CC1)OC(F)(F)F)C1=CC=CC=C1)=O)=O.[Na+].[Na+] sodium (S)-3-(3-(1-methyl-4-oxido-2-oxo-1,2-dihydropyridin-3-yl)ureido)-3-(6-(trifluoro methoxy)biphenyl-3-yl)propanoate